5-(PYRIDIN-2-YL)OXAZOLE-2-CARBALDEHYDE N1=C(C=CC=C1)C1=CN=C(O1)C=O